OC1CN(C1)C(=O)C=1C=NC=C(C1)C1=CC=CC=2N1N=CC2C(=O)N2CCCCC2 (3-Hydroxyazetidin-1-yl)(5-(3-(piperidine-1-carbonyl)pyrazolo[1,5-a]pyridin-7-yl)pyridin-3-yl)methanone